C(O[C@H]1CC[C@@]2([C@H]3CC[C@@]4([C@H](CC[C@@]4([C@@H]3CC[C@@]2(C1)O)O)C=1C=CC(OC1)=O)C)C)(OCCN1CCCC1)=O (3S,5S,8R,9S,10R,13R,14S,17R)-5,14-dihydroxy-10,13-dimethyl-17-(2-oxo-2H-pyran-5-yl)hexadecahydro-1H-cyclopenta[a]phenanthren-3-yl (2-(pyrrolidin-1-yl)ethyl) carbonate